4-(2,2-dimethyl-1-propoxy)-3,5,6-trichloro-phthalonitrile CC(COC=1C(=C(C(C#N)=C(C1Cl)Cl)C#N)Cl)(C)C